CC1=CC=C(C=C1)C=1C=C(NC1)C(=O)C1=CC(=C(C(=C1)OC)OC)OC [4-(4-methylphenyl)-1H-pyrrol-2-yl](3,4,5-trimethoxyphenyl)methanone